3-{9-[methyl-(7H-pyrrolo[2,3-d]pyrimidin-4-yl)-amino]-3-aza-spiro[5.5]undec-3-yl}-3-oxopropionitrile CN(C1CCC2(CCN(CC2)C(CC#N)=O)CC1)C=1C2=C(N=CN1)NC=C2